C(CCC)SC(=S)SC(C(=O)O)C 2-{[(butylsulfanyl)carbonothioyl]sulfanyl}Propanoic Acid